ethyl 4-[3-[bis[(4-methoxyphenyl) methyl] amino]-1-isoquinolinyl]-2-oxo-cyclohexanecarboxylate COC1=CC=C(C=C1)CN(C=1N=C(C2=CC=CC=C2C1)C1CC(C(CC1)C(=O)OCC)=O)CC1=CC=C(C=C1)OC